COC=O.OC=1C=NC=C(C1)O 3,5-dihydroxypyridine methyl-formate